COC(=O)C=1C=NN(C1)CCOCCOCC1=CC=CC=C1 (2-(2-(benzyloxy)ethoxy)ethyl)-1H-pyrazole-4-carboxylic acid methyl ester